(S)-4-methylenepyrrolidine-1,2-dicarboxylic acid 2-benzyl ester 1-(tert-butyl) ester C(C)(C)(C)OC(=O)N1[C@@H](CC(C1)=C)C(=O)OCC1=CC=CC=C1